C1(=CC=CC=C1)C1OCC2C(O1)CCCO2 2-phenyl-hexahydro-pyrano[3,2-d][1,3]dioxine